C(C)(C)C1=C(C(=CC=C1)C(C)C)NC=1C(=CC=CC1)N N1-(2,6-diisopropylphenyl)benzene-1,2-diamine